C(C)(C)(C)[Si](C1=CC=CC=C1)(C1=CC=CC=C1)OC(CCI)CCCCCCCCCCC tert-butyl-[(1-iodotetradec-3-yl)oxy]diphenylsilane